I.C1(=CC=CC2=CC=CC=C12)C(C)N 1-(1-naphthyl)ethylamine hydroiodide